C(C)(C)(C)OC(CN1CCC(CC1)SCC1=NC2=CC(=CC(=C2C(N1)=O)F)NC1CCCC1)=O 2-[4-[[7-(cyclopentylamino)-5-fluoro-4-oxo-3H-quinazolin-2-yl]methylsulfanyl]-1-piperidinyl]acetic acid tert-butyl ester